C1(=CC=CC=C1)C1=NC(=CC(=C1)C1=CC=C(C=C1)C(C)C)C1=CC=CC=C1 2,6-diphenyl-4-(4-isopropylphenyl)pyridine